N1CCC[C@H]2CCCC[C@H]12 (4aR,8aS)-1,2,3,4,4a,5,6,7,8,8a-decahydroquinoline